[1,2,3]triazole-4-carboxylate N1N=NC(=C1)C(=O)[O-]